(2-ethoxypyridin-4-yl)boric acid C(C)OC1=NC=CC(=C1)OB(O)O